Br(=O)(=O)[O-].C(CCC)[NH+](CCCC)CCCC Tributylammonium Bromate